OCC(C(=O)NC)(C)NC(=O)C1=C(OC2=C1C=C(C=C2)OC2=CC=CC=C2)C N-(3-hydroxy-2-methyl-1-(methylamino)-1-oxopropan-2-yl)-2-methyl-5-phenoxybenzofuran-3-carboxamide